COC(N[C@H](C(=O)NC=1C(N(C=CC1)CC=1NC2=NC=NC(=C2N1)OC1=C(C=C(C=C1)F)F)=O)CC\C=C\C(=O)N(C)C)=O Methyl-(S,E)-(1-((1-((6-(2,4-difluorophenoxy)-9H-purin-8-yl)methyl)-2-oxo-1,2-dihydropyridin-3-yl)amino)-7-(dimethylamino)-1,7-dioxohept-5-en-2-yl)carbamat